C(CCCCCNC(C(CCCCCCCCCCCCCCCC)O)=O)NC(C(CCCCCCCCCCCCCCCC)O)=O N,N'-(1,6-hexanediyl)bis(hydroxystearamide)